2-oxo-5-(3-oxo-1,2,3,4-tetrahydroisochinolin-6-carboxamido)hexandiamid O=C(C(=O)N)CCC(C(=O)N)NC(=O)C=1C=C2CC(NCC2=CC1)=O